FC=1C(=C(C=CC1)NN1C(=CC=2C(NCCC21)=O)C2=C(C=NC=C2)C#C[C@]21N(CC[C@@H]1C2)C(C=C)=O)OC [(3-fluoro-2-methoxyphenyl)amino]-2-(3-{2-[(1S,5R)-2-(prop-2-enoyl)-2-azabicyclo[3.1.0]hexan-1-yl]ethynyl}pyridin-4-yl)-1H,5H,6H,7H-pyrrolo[3,2-c]pyridin-4-one